5-(2-hydroxyethyl)-4,5,6,7-tetrahydrothiazolo[5,4-c]pyridine-2-carboxamide OCCN1CC2=C(CC1)N=C(S2)C(=O)N